C(#N)N=C(NC1=CC=C(C=C1)C(C)C)NCCCN1C=NC(=C1)C 2-Cyano(4-isopropylphenyl)-3-(3-(4-methyl-1H-imidazol-1-yl)propyl)guanidin